Methyl (3S)-1-{4-[7-(4-cyanophenyl)-5-[(1R)-1-methyl-1,2,3,4-tetrahydroisoquinoline-2-carbonyl]pyrazolo[1,5-a]pyrimidin-2-yl]-3-fluorophenyl}pyrrolidine-3-carboxylate C(#N)C1=CC=C(C=C1)C1=CC(=NC=2N1N=C(C2)C2=C(C=C(C=C2)N2C[C@H](CC2)C(=O)OC)F)C(=O)N2[C@@H](C1=CC=CC=C1CC2)C